BrC=1C2=C(C(=C(C(=C2C(=C2C(=C(C(=C(C12)[2H])[2H])[2H])[2H])C1=CC=CC=C1)[2H])[2H])[2H])[2H] 9-bromo-10-phenylanthracene-1,2,3,4,5,6,7,8-d